(6-Aminohexyl)-amino-adenosine-2',5'-bisphosphate P(=O)(O)(O)O[C@]1([C@@](O[C@@H]([C@H]1O)COP(=O)(O)O)(N1C=NC=2C(N)=NC=NC12)N)CCCCCCN